NC=1C(=NC=CC1)C=1C(=C(C#N)C=CC1)F (3-aminopyridin-2-yl)-2-fluorobenzonitrile